N-((S)-(4,4-difluorocyclohexyl)(5-(((3S,5S)-2-oxo-5-(trifluoromethyl)pyrrolidin-3-yl)methyl)benzo[d]oxazol-2-yl)methyl)-3-ethylisoxazole-4-carboxamide FC1(CCC(CC1)[C@H](NC(=O)C=1C(=NOC1)CC)C=1OC2=C(N1)C=C(C=C2)C[C@@H]2C(N[C@@H](C2)C(F)(F)F)=O)F